O=C1N(CCC1)C 2-oxo-methylpyrrolidine